C(CCC)OC(=O)N(C([O-])=O)CC=1C=NC(=NC1)C#N butoxycarbonyl-N-[(2-cyanopyrimidin-5-yl)methyl]carbamate